N-isopropyl-4-(6-isopropyl-5-(8-methoxy-[1,2,4]triazolo[1,5-a]pyridin-6-yl)-4H-pyrrolo[3,2-d]thiazol-2-yl)cyclohexan-1-amine C(C)(C)NC1CCC(CC1)C=1SC2=C(N1)C(=C(N2)C=2C=C(C=1N(C2)N=CN1)OC)C(C)C